C12C3C=CC(C2C=CCC1)C3 tricyclo[4.4.0.12,5]Undeca-3,7-diene